PYRIDYLAZO-ANILINE N1=C(C=CC=C1)N(C1=CC=CC=C1)N=NNC1=CC=CC=C1